4-bromo-6-chloro-2-(methyl-d3)-2H-indazole BrC=1C2=CN(N=C2C=C(C1)Cl)C([2H])([2H])[2H]